1-[5-[4-(6-chloro-5-fluoro-indolin-1-yl)quinazolin-6-yl]-3-pyridyl]-2,2,2-trifluoro-ethane-1,1-diol ClC1=C(C=C2CCN(C2=C1)C1=NC=NC2=CC=C(C=C12)C=1C=C(C=NC1)C(C(F)(F)F)(O)O)F